NCC=1C=C(C=CC1)OB([O-])[O-] 3-aminomethylphenylborate